ClC1=CC=C2C=CNC2=C1C1=NC=CC=N1 6-chloro-7-pyrimidin-2-yl-1H-indole